N1CC(C1)P(C)(C)=O azetidin-3-yl-dimethylphosphine oxide